Cl.C(C)OC([C@H](NCC1=C(C=C(C(=C1)Cl)OCC=1C(=C(C=CC1)C1=CC=CC=C1)Br)OCC1=CC=CC2=NSN=C21)CO)=O (2-(benzo[c][1,2,5]thiadiazol-4-ylmethoxy)-4-((2-bromo-[1,1'-biphenyl]-3-yl)methoxy)-5-chlorobenzyl)-D-serine ethyl ester hydrochloride